6-(trifluoromethyl)pyridazine-4-carboxamide oxetan-3-yl-(trans-4-(5-(4-((1H-imidazol-2-yl)amino)-2-(N-(tert-butyl)sulfamoyl)phenyl)thiazol-2-yl)cyclohexyl)carbamate O1CC(C1)N(C(O)=O)[C@@H]1CC[C@H](CC1)C=1SC(=CN1)C1=C(C=C(C=C1)NC=1NC=CN1)S(NC(C)(C)C)(=O)=O.FC(C1=CC(=CN=N1)C(=O)N)(F)F